N1C=C(C2=CC=CC=C12)C(=O)O 3-indolecarboxylic acid